NC1=NC=C(C2=C1C=NN2)NC(C(N2[C@H](CC([C@@H](C2)C)OC)C2=CC=C(C=C2)F)=O)=O |r| N-(4-Amino-1H-pyrazolo[4,3-c]pyridin-7-yl)-2-oxo-2-[rac-(2R,5R)-2-(4-fluorophenyl)-4-methoxy-5-methyl-1-piperidyl]acetamide